1-(2-fluoroethyl)quinolin FCCN1CC=CC2=CC=CC=C12